C1(=CC=CC=C1)C1=CC(=CC=2C3=CC=CC=C3NC12)C1=CC2=C(C=CO2)C(=C1)B(O)O [6-(phenyl-9H-carbazol-3-yl)-4-benzofuranyl]boronic acid